OCCS(=O)(=O)NC1=CC(=C(C(=O)NC=2C(N(C=CC2)N2CCCCC2)=O)C=C1)N1CCC2(CC2)CC1 4-((2-hydroxyethyl)sulfonamido)-N-(2-oxo-1-(piperidin-1-yl)-1,2-dihydropyridin-3-yl)-2-(6-azaspiro[2.5]octan-6-yl)benzamide